(1R,2S,3R,5R)-3-{4-amino-5-methylpyrrolo[2,3-d]pyrimidin-7-yl}-5-[({3-[(2-phenylethyl)amino]propyl}amino)methyl]cyclopentane-1,2-diol NC=1C2=C(N=CN1)N(C=C2C)[C@H]2[C@@H]([C@@H]([C@H](C2)CNCCCNCCC2=CC=CC=C2)O)O